((1s,3s)-3-hydroxy-3-methylcyclobutyl)(7-methoxy-7-(o-tolyl)-2-azaspiro[3.5]non-2-yl)methanone OC1(CC(C1)C(=O)N1CC2(C1)CCC(CC2)(C2=C(C=CC=C2)C)OC)C